FC1C(C(N(C1)C(CNC(CCCOC1=CC=CC=C1)=O)=O)C(=O)N)OC 4-fluoro-3-methoxy-1-((4-phenoxybutyryl)glycyl)pyrrolidine-2-carboxamide